ClC1=C(COC2(COC2)C2=CC(=C(C=C2C)N=CN(C)CC)C)C=C(C=C1)Cl N'-(4-(3-((2,5-dichlorobenzyl)oxy)oxetan-3-yl)-2,5-dimethylphenyl)-N-ethyl-N-methylformimidamide